3-(2-bromo-4-chlorophenyl)-5-(difluoromethyl)-1,2-oxazole BrC1=C(C=CC(=C1)Cl)C1=NOC(=C1)C(F)F